C1(CCCCC1)C(=O)C=1C=NC(=NC1)N1CCNCC1 cyclohexyl(2-piperazin-1-ylpyrimidin-5-yl)methanone